ClC1=C(C(=NC(=C1)C=1C(=C(C=CC1)C1=C(C(=CC=C1)C1=CC=2N(C(C(=CN2)C=O)=O)C=C1)Cl)Cl)OC)CN(C(OC(C)(C)C)=O)C[C@H]1NC(CC1)=O (S)-tert-butyl ((4-chloro-6-(2,2'-dichloro-3'-(3-formyl-4-oxo-4H-pyrido[1,2-a]pyrimidin-8-yl)-[1,1'-biphenyl]-3-yl)-2-methoxypyridin-3-yl)methyl)((5-oxopyrrolidin-2-yl)methyl)carbamate